spirostan C[C@H]1[C@H]2[C@H](C[C@H]3[C@@H]4CCC5CCCC[C@]5(C)[C@H]4CC[C@]23C)O[C@]12CCC(C)CO2